(8R,10aR)-2-chloro-8-[3-(4-chloro-1H-pyrrol-2-yl)-1,2,4-oxadiazol-5-yl]-8,9,10,10a,11,12-hexahydrodipyrido[1,2-a:2',3'-e]azepin-5(7H)-one ClC=1C=CC2=C(CC[C@@H]3N(C2=O)C[C@@H](CC3)C3=NC(=NO3)C=3NC=C(C3)Cl)N1